CN1C(C=2N(CC(C1)C1=NC=NO1)N=C1C2CN(CC1)C(=O)OC(C)(C)C)=O tert-butyl 10-methyl-8-(1,2,4-oxadiazol-5-yl)-11-oxo-3,4,8,9,10,11-hexahydro-1H-pyrido[4',3':3,4]-pyrazolo[1,5-a][1,4]diazepine-2(7H)-carboxylate